(S)-4-(6-((1-(6-(4-fluoro-1H-pyrazol-1-yl)pyridin-3-yl)ethyl)(methyl)amino)pyridine-3-yl)-6-(methoxymethoxy)pyrazolo[1,5-a]pyridine-3-carbonitrile FC=1C=NN(C1)C1=CC=C(C=N1)[C@H](C)N(C1=CC=C(C=N1)C=1C=2N(C=C(C1)OCOC)N=CC2C#N)C